4-(di-n-butylamino)phenyl-2-butenoic acid tert-butyl ester C(C)(C)(C)OC(C(=CC)C1=CC=C(C=C1)N(CCCC)CCCC)=O